C1(CC(C(CC1)C(C)C)OCCOC1CC(CCC1C(C)C)C)C 1,2-dimenthoxyethane